(1s,3s)-1-(hydroxymethyl)-3-(4-(4-(1-(pentan-3-yl)-1H-pyrazol-4-yl)pyrazolo[1,5-a]pyrazin-6-yl)-1H-pyrazol-1-yl)cyclobutanol OCC1(CC(C1)N1N=CC(=C1)C=1N=C(C=2N(C1)N=CC2)C=2C=NN(C2)C(CC)CC)O